2-{[(1S)-1-{4-[4-(4-propanoylpiperazin-1-yl)tetrahydro-2H-pyran-4-yl]phenyl}ethyl]amino}-8-(propan-2-yl)pyrido[2,3-d]pyrimidin-7(8H)-one C(CC)(=O)N1CCN(CC1)C1(CCOCC1)C1=CC=C(C=C1)[C@H](C)NC=1N=CC2=C(N1)N(C(C=C2)=O)C(C)C